4-((S)-2-azido-1-methoxyprop-2-yl)-6-chloro-1-(((2r,4r)-4-(methylsulfonyl)pent-2-yl)oxy)-2,7-naphthyridine N(=[N+]=[N-])[C@@](COC)(C)C1=CN=C(C2=CN=C(C=C12)Cl)O[C@H](C)C[C@@H](C)S(=O)(=O)C